(1R,8S)-4-{[(4-chlorophenyl)carbamoyl]amino}-11-methyl-5-thia-11-azatricyclo[6.2.1.02,6]undeca-2(6),3-diene-3-carboxamide ClC1=CC=C(C=C1)NC(=O)NC1=C(C=2[C@H]3CC[C@@H](CC2S1)N3C)C(=O)N